NC=1C=C(C=C(C1)C(F)(F)F)[C@@H](C)NC=1C2=C(N=C(N1)C)N=C(C(=C2)Br)C (R)-N-(1-(3-amino-5-(trifluoromethyl)phenyl)ethyl)-6-bromo-2,7-dimethylpyrido[2,3-d]pyrimidin-4-amine